C1(=CC=CC=C1)COC(CCCCCC[C@@H]1[C@H]([C@@H](CC1=O)OC1OCCC1)CCC(C(CCCC)(F)F)=O)=O 7-[(1R,2R,3R)-2-(4,4-difluoro-3-keto-octyl)-5-keto-3-(tetrahydrofuran-2-yloxy)cyclopentyl]heptanoic acid phenylmethyl ester